(2R,3S,4R,5S)-4-[[3-(3-chloro-4-fluoro-2-methoxy-phenyl)-5-methyl-5-(trifluoromethyl)tetrahydrofuran-2-carbonyl]amino]-N-methyl-pyridine-2-carboxamide ClC=1C(=C(C=CC1F)[C@H]1[C@@H](O[C@@](C1)(C(F)(F)F)C)C(=O)NC1=CC(=NC=C1)C(=O)NC)OC